ClC1=CC=C(C=C1)S(=O)(=O)N[C@@H](C(CC)CC)CO 4-chloro-N-[2-ethyl-1(S)-(hydroxymethyl)butyl]benzenesulfonamide